FC=1C=C2C(C=CN3C2=C(C1N1CC=C(C=C1)N1CCOCC1)OCC3C)=O 9-fluoro-3-methyl-10-(4-morpholinopyridin-1-yl)-2H-[1,4]oxazino[2,3,4-ij]quinolin-7(3H)-one